4,4'-bipyridine-2,2'-dicarboxylic acid N1=C(C=C(C=C1)C1=CC(=NC=C1)C(=O)O)C(=O)O